BrC=1C=C2COCC2=CC1 5-bromo-1,3-dihydroisobenzofuran